C(#N)C=1C=C(C=CC1)N(C(=O)NCC(CO)(C)C)CC12CCC(CC1)(CC2)C2=NOC(=N2)C(C)(F)F 1-(3-cyanophenyl)-1-((4-(5-(1,1-difluoroethyl)-1,2,4-oxadiazol-3-yl)bicyclo[2.2.2]octan-1-yl)methyl)-3-(3-hydroxy-2,2-dimethylpropyl)urea